3-{3-methyl-2-oxo-4-[1-(piperidin-4-yl)azetidin-3-yl]-1,3-benzodiazol-1-yl}piperidine-2,6-dione CN1C(N(C2=C1C(=CC=C2)C2CN(C2)C2CCNCC2)C2C(NC(CC2)=O)=O)=O